6-(4-fluoro-3-methyl-phenyl)-3-methyl-1-(2-pyridylmethyl)imidazo[4,5-b]pyridin-2-one FC1=C(C=C(C=C1)C=1C=C2C(=NC1)N(C(N2CC2=NC=CC=C2)=O)C)C